C[Si](CCOCN1C=NC(=C1)S(=O)(=N)C1=CC=C(C(=O)O)C=C1)(C)C 4-[[1-(2-trimethylsilylethoxymethyl)imidazol-4-yl]sulfonimidoyl]benzoic acid